4-(aminomethyl)-2-fluoro-6-methoxybenzimidamide dihydrochloride Cl.Cl.NCC1=CC(=C(C(N)=N)C(=C1)OC)F